2-hydroxy-2-methyl-propylamine OC(CN)(C)C